2-(1-Cyclopropylpiperidin-4-yl)-8-fluoro-6-(2-methyl-1,3-benzoxazole-6-yl)quinazoline-4(3H)-one C1(CC1)N1CCC(CC1)C1=NC2=C(C=C(C=C2C(N1)=O)C1=CC2=C(N=C(O2)C)C=C1)F